2-amino-5-[1-(tert-butoxycarbonylamino)cyclopropyl]pentanoic acid methyl ester COC(C(CCCC1(CC1)NC(=O)OC(C)(C)C)N)=O